(5S)-5-(aminomethyl)pyrrolidin-2-one 2HCl Cl.Cl.NC[C@@H]1CCC(N1)=O